N[C@]1(CN(CCC1)C=1C=NC(=CC1CN1C2=NC=NC(=C2N=C1)N)C1=C(C=C(C=C1)F)C(F)F)[C@@H](C(F)F)O (S)-1-((R)-3-amino-1-(4-((6-amino-9H-purin-9-yl)methyl)-6-(2-(difluoromethyl)-4-fluorophenyl)pyridin-3-yl)piperidin-3-yl)-2,2-difluoroethan-1-ol